OP(O)(=O)OP(=O)(O)O.C(C=C(C)CCC=C(C)CCC=C(C)C)N=[N+]=[N-] farnesylazide diphosphate